CS(=O)(=O)N1CCN(CC1)C(=O)C=1C(=C2C(=NC1)C=CS2)C2=CC=C(C=C2)C2(CC2)C#N 1-(4-(6-(4-(methylsulfonyl)piperazine-1-carbonyl)thieno[3,2-b]pyridin-7-yl)phenyl)cyclopropane-1-carbonitrile